palladium bismuth selenide [Bi]=[Se].[Pd]